1-(5-methylisoxazol-3-yl)-1H-pyrrole CC1=CC(=NO1)N1C=CC=C1